tert-butyl (1-(4-(4-((1-(tert-butyl)-1H-pyrazole-3-carboxamido)methyl)-3-methylphenyl)pyridin-3-yl)piperidin-3-yl)(methyl)carbamate C(C)(C)(C)N1N=C(C=C1)C(=O)NCC1=C(C=C(C=C1)C1=C(C=NC=C1)N1CC(CCC1)N(C(OC(C)(C)C)=O)C)C